3-benzyl-1-(trans-4-((5-cyano-4-(1-(2,2,2-trifluoroethyl)-1H-pyrazol-4-yl)pyrimidin-2-yl)amino)cyclohexyl)-1-(5-(1-methyl-1H-pyrazol-4-yl)pyridin-2-yl)urea C(C1=CC=CC=C1)NC(N(C1=NC=C(C=C1)C=1C=NN(C1)C)[C@@H]1CC[C@H](CC1)NC1=NC=C(C(=N1)C=1C=NN(C1)CC(F)(F)F)C#N)=O